3-(2,5-difluorophenyl)-5-((2-(1,5-dimethyl-1H-pyrazol-4-yl)-5H-imidazo[4,5-c]pyridin-5-yl)methyl)isoxazole FC1=C(C=C(C=C1)F)C1=NOC(=C1)CN1C=C2C(C=C1)=NC(=N2)C=2C=NN(C2C)C